4'-bismethoxymethylbiphenyl COC(C1=CC=C(C=C1)C1=CC=CC=C1)OC